C[C@@]1([C@H]([SeH])[C@H](O)[C@@H](CO)O1)N1C=NC=2C(N)=NC=NC12 methyl-selenoadenosine